C(C1=CC=CC=C1)N1C[C@@H](C=C2C3=C4C(C[C@@H]12)=CNC4=CC=C3)C(=O)N(CC)CC (6aR,9R)-7-benzyl-N,N-diethyl-4,6,6a,7,8,9-hexahydroindolo[4,3-fg]quinoline-9-carboxamide